6-ethyl-4-(trifluoroacetyl)-4,7-diazaspiro[2.5]Octane hydrochloride salt Cl.C(C)C1CN(C2(CC2)CN1)C(C(F)(F)F)=O